COC=1C=C(OCCOCCN)C=CC1 2-(2-(3-methoxyphenoxy)ethoxy)ethan-1-amine